bismethylsilane C[SiH2]C